C(C)(C)(C)C1=NN(C(=C1)NC(=O)NC1=C(C=C(C=C1)B1OC(C(O1)(C)C)(C)C)F)C1=CC(=C(C=C1)C)F 1-(3-(tert-butyl)-1-(3-fluoro-4-methylphenyl)-1H-pyrazol-5-yl)-3-(2-fluoro-4-(4,4,5,5-tetramethyl-1,3,2-dioxaborolan-2-yl)phenyl)urea